triazinylthiazole N1=NN=C(C=C1)C=1SC=CN1